FC(C(=O)[O-])(F)F.COC=1C=C(C=CC2=NC(=NC(=C2)C=CC2=CC(=CC=C2)OC)OCCCCNC(=[NH2+])N)C=CC1 4-(4,6-bis(3-methoxystyryl)pyrimidin-2-oxy)butylguanidinium trifluoroacetate